[Na].[SiH2]1[SiH]=[SiH][SiH]=C1 tetrasilol sodium salt